N-(5-methoxy-2-(5-(4-(4-(trifluoromethyl)phenyl)thiazol-2-yl)-2,5-diazabicyclo[2.2.1]heptane-2-carbonyl)phenyl)thiophene-2-sulfonamide COC=1C=CC(=C(C1)NS(=O)(=O)C=1SC=CC1)C(=O)N1C2CN(C(C1)C2)C=2SC=C(N2)C2=CC=C(C=C2)C(F)(F)F